ClC=1C(=CC(=NC1)C1CC(C1)(F)F)C1CCC(CC1)C(F)(F)F 5-chloro-2-(3,3-difluorocyclobutyl)-4-((1R,4R)-4-(trifluoromethyl)cyclohexyl)pyridine